2,2'-methylene-bis(3-pentadecyl-6-tertiary butyl-phenol) C(C1=C(C(=CC=C1CCCCCCCCCCCCCCC)C(C)(C)C)O)C1=C(C(=CC=C1CCCCCCCCCCCCCCC)C(C)(C)C)O